S1C(=CC=C1)C(=O)C1=[N+](ON=C1C(=O)C=1SC=CC1)[O-] 3,4-di(thiophene-2-carbonyl)-1,2,5-oxadiazole-2-oxide